(diethylcarbamoyl)benzene C(C)N(C(=O)C1=CC=CC=C1)CC